3-chloro-N-(3-fluoro-4-methoxybenzyl)-4-methylpyrido[4',3':4,5]thieno[2,3-c]pyridazin-8-amine ClC1=C(C2=C(N=N1)SC1=C2C=CN=C1NCC1=CC(=C(C=C1)OC)F)C